C1(CC1)NC(C1=C(C=C(C(=C1)N1N=CC(=C1)C=1C=NC=C(C1)S(=O)(=O)C1CCOCC1)C)F)=O N-cyclopropyl-2-fluoro-4-methyl-5-(4-(5-((tetrahydro-2H-pyran-4-yl)sulfonyl)pyridin-3-yl)-1H-pyrazol-1-yl)benzamide